ClC1=C(C=CC=C1)NC(=O)NC1CN(C(C1)=O)C1=CC=C(C=C1)C#N 1-(2-chlorophenyl)-3-[1-(4-cyanophenyl)-5-oxopyrrolidin-3-yl]urea